CCCCCCCCCCCCCCCCCCCCOC[C@H](COP(=O)([O-])OCC[N+](C)(C)C)OC(=O)CCCCCCC/C=C\C/C=C\C/C=C\CC 1-eicosyl-2-(9Z,12Z,15Z-octadecatrienoyl)-glycero-3-phosphocholine